Vinyltriacetoxysilane C(=C)[Si](OC(C)=O)(OC(C)=O)OC(C)=O